ClC1=C(C(=O)NCC2CC(=NO2)[C@]2([C@@H](N3C(C[C@H]3S2(=O)=O)=O)C(=O)O)C)C=CC(=C1O)O (2S,3R,5R)-3-(5-((2-chloro-3,4-dihydroxybenzoylamino)methyl)-4,5-dihydroisoxazol-3-yl)-3-methyl-7-oxo-4-thia-1-azabicyclo[3.2.0]heptane-2-carboxylic acid 4,4-dioxide